C(=O)N[C@H]1[C@@H]([C@@H]([C@@H](O[C@@H]2[C@@H](O)[C@@H](O)[C@@H]([C@H](O2)C)NC=O)O[C@@H]1C)O)O 4,6-dideoxy-4-formamido-α-D-mannopyranosyl-(1→2) 4,6-dideoxy-4-formamido-α-D-mannopyranoside